cyanovinyl-pyridine C(#N)C=CC1=NC=CC=C1